1-(1-(1-acetylpiperidin-4-yl)-1H-indol-5-yl)dihydropyrimidine ethyl-2-[(7S)-3,7-dimethyl-4,5,6,7-tetrahydroindazol-2-yl]acetate C(C)OC(CN1N=C2[C@H](CCCC2=C1C)C)=O.C(C)(=O)N1CCC(CC1)N1C=CC2=CC(=CC=C12)N1CNCC=C1